BrCC=1SC(=CN1)C (bromomethyl)-5-methyl-1,3-thiazole